C1(=CC(=CC=C1)[C@@H]1N(OCC1)C1=CC(=NC=N1)NC=1C(=CC(=C(C1)NC(C=C)=O)N1CCC(CC1)N1CCN(CC1)C1CC1)OC)C1=CC=CC=C1 (R)-N-(5-((6-(3-([1,1'-biphenyl]-3-yl)isoxazolidin-2-yl)pyrimidin-4-yl)-amino)-2-(4-(4-cyclopropylpiperazin-1-yl)piperidin-1-yl)-4-meth-oxyphenyl)acryl-amide